(4-fluoro-2-methoxy-3-(3-(1-methyl-1H-pyrazol-4-yl)-1H-pyrazolo[3,4-c]pyridin-5-yl)benzyl)ethylamine FC1=C(C(=C(CNCC)C=C1)OC)C=1C=C2C(=CN1)NN=C2C=2C=NN(C2)C